Lithium 4-Styrenesulfonate C=CC1=CC=C(C=C1)S(=O)(=O)[O-].[Li+]